C1(=CC=CC=C1)C1(CC=C(C=C1)C1=CC=CC=C1)N 1,4-diphenylphenylamine